4-((11-cyclopentyl-5-methyl-6-oxo-6,11-dihydro-5H-benzo[e]pyrimido[5,4-b][1,4]diazepin-2-yl)amino)-N-(8-((2-(2,6-dioxopiperidin-3-yl)-1,3-dioxoisoindolin-5-yl)amino)octyl)benzamide C1(CCCC1)N1C2=C(N(C(C3=C1C=CC=C3)=O)C)C=NC(=N2)NC2=CC=C(C(=O)NCCCCCCCCNC=3C=C1C(N(C(C1=CC3)=O)C3C(NC(CC3)=O)=O)=O)C=C2